butyl-triphenylphosphonium hydroxide [OH-].C(CCC)[P+](C1=CC=CC=C1)(C1=CC=CC=C1)C1=CC=CC=C1